3-(3,3-difluoro-2,4-dihydro-1H-quinolin-4-yl)-7-[[1-(2-hydroxyethyl)pyrazol-4-yl]amino]-1-methyl-4H-pyrimido[4,5-d]pyrimidin-2-one FC1(CNC2=CC=CC=C2C1N1C(N(C2=NC(=NC=C2C1)NC=1C=NN(C1)CCO)C)=O)F